ClC=1C=C(C=CC1Cl)C=1N(C(=C(C(C1C(=O)OC(C)(C)C)=O)C1=C(C=CC(=C1)C(=O)OC(C#CC)C)F)C)CC tert-butyl 2-(3,4-dichlorophenyl)-1-ethyl-5-[2-fluoro-5-(1-methylbut-2-ynyloxycarbonyl) phenyl]-6-methyl-4-oxo-pyridine-3-carboxylate